C(#N)[C@H]1[C@@H](COCC1)N1N=C(C(=C1)C(=O)N)NC1=CC(=C(C=C1)OCOCC[Si](C)(C)C)C#C[Si](C)(C)C 1-(trans-4-cyanotetrahydro-2H-pyran-3-yl)-3-[4-(2-trimethylsilylethoxymethoxy)-3-(2-trimethylsilylethynyl)anilino]pyrazole-4-carboxamide